CN1C(SC2=C1C=CC=C2)C2=CC=CC=C2 2,3-dihydro-3-methyl-2-phenyl-benzothiazole